(4R)-4-(2-chlorothiazol-5-yl)-N-methyl-thiazolidine-2-imine ClC=1SC(=CN1)[C@@H]1NC(SC1)=NC